ClC=1N=C(C2=C(N1)CCS2=O)NC2CS(C2)(=O)=O 3-((2-chloro-5-oxo-6,7-dihydrothieno[3,2-d]pyrimidin-4-yl)amino)thietane-1,1-dioxide